N-(cyclopropylmethyl)-1-(4-{4-[2-(6-methylpyridin-3-yl)acetamido]-1H-1,2,3-triazol-1-yl}butyl)-1H-1,2,3-triazole-4-carboxamide C1(CC1)CNC(=O)C=1N=NN(C1)CCCCN1N=NC(=C1)NC(CC=1C=NC(=CC1)C)=O